COCC[NH+](CC[C@@H](NC(=O)C=1SC2=NC=3CC[C@@H](CC3C=C2N1)C(C)(C)C)C=1C=NC(=CC1)NS(N(C)C)(=O)=O)C |r| 2-methoxyethyl-methyl-[rac-(3R)-3-[6-(dimethylsulfamoylamino)-3-pyridyl]-3-[[rac-(7S)-7-tert-butyl-5,6,7,8-tetrahydrothiazolo[5,4-b]quinoline-2-carbonyl]amino]propyl]ammonium